3-(4-(hydroxymethyl)-6-oxo-6,8-dihydro-7H-furano[2,3-e]isoindol-7-yl)piperidine-2,6-dione OCC1=C2C(=C3CN(C(C3=C1)=O)C1C(NC(CC1)=O)=O)OC=C2